ClC=1C(=NC2=CC=CC=C2C1)C=1C=C2CN(C(C2=CC1)=O)C1CNCCC1 3-[5-(3-chloroquinolin-2-yl)-1-oxo-2,3-dihydro-1H-isoindol-2-yl]piperidine